CC1(OB(OC1(C)C)C1=CC=C(C2=CC=CC=C12)C=1C2=CC=CC=C2C=2C=CC=CC2C1)C 4,4,5,5-tetramethyl-2-(4-(phenanthren-9-yl)naphthalen-1-yl)-1,3,2-dioxaborolane